C1(=C2N(C=N1)CCC2)C(C(NC=2SC=CN2)=O)N2CC1=C(C=C(C=C1C2=O)C2=CC=C(O[C@H]1CN(CC1)C(=O)OC(C)(C)C)C=C2)F tert-butyl (3R)-3-[4-[2-[1-(6,7-dihydro-5H-pyrrolo[1,2-c]imidazol-1-yl)-2-oxo-2-(thiazol-2-ylamino)ethyl]-7-fluoro-3-oxo-isoindolin-5-yl]phenoxy]pyrrolidine-1-carboxylate